(E)-2-((6-Fluoroisoquinolin-1-yl)methylene)hydrazine-1-carbothioamide FC=1C=C2C=CN=C(C2=CC1)\C=N\NC(N)=S